CC1=C(C(=CC=C1)C)C1N(CC2C1CNC2)C(=O)N (2,6-dimethylphenyl)hexahydropyrrolo[3,4-c]pyrrole-2(1H)-carboxamide